BrC=1C=CC(=C(C#N)C1)N1C=NC(=C1)Cl 5-bromo-2-(4-chloroimidazol-1-yl)benzonitrile